FC1=C(C=CC(=C1)CN1CCNCC1)C=1C=C2C(=CC=NC2=CC1)NC=1C=CC2=C(C=NO2)C1 N-(6-(2-fluoro-4-(piperazin-1-ylmethyl)phenyl)quinolin-4-yl)benzo[d]isoxazol-5-amine